trimethyl-4-methoxybenzenesulfonamide CC=1C(=C(C(=C(C1)S(=O)(=O)N)C)C)OC